2-ETHYL-2,3-DIHYDRO-1H-INDENE-2-CARBALDEHYDE C(C)C1(CC2=CC=CC=C2C1)C=O